2-acetyl-5-phenyl-1,3-cyclohexanedione C(C)(=O)C1C(CC(CC1=O)C1=CC=CC=C1)=O